CN(C(C1=CC(=C(C=C1)[S@@](=O)C=1SC=CN1)[N+](=O)[O-])=O)C1=C(C=CC=C1)C |r| (±)-N-methyl-N-(2-methylphenyl)-3-nitro-4-(2-thiazolylsulfinyl)benzamide